5-(4-fluoro-1-((3-methyl-2-oxo-4-thioxo-1,2,3,4-tetrahydroquinazolin-7-yl)methyl)piperidin-4-yl)-N,6-dimethylpicolinamide FC1(CCN(CC1)CC1=CC=C2C(N(C(NC2=C1)=O)C)=S)C=1C=CC(=NC1C)C(=O)NC